N=1SC=C2CNCCOC21 4,5,6,7-tetrahydroisothiazolo[4,3-f][1,4]oxazepine